CN(CCC(P(O)(=O)O)(P(O)(=O)O)O)C 3-dimethylamino-1-hydroxy-1,1-propanediphosphonic acid